cerium molybdenum zinc [Zn].[Mo].[Ce]